O(C1=CC=CC=C1)CC(C)OC1=CC=CC=C1 1,2-diphenoxypropane